dimethyl 2,3-dicyclohexyl-2-cyanobutanedioate C1(CCCCC1)C(C(=O)OC)(C(C(=O)OC)C1CCCCC1)C#N